C(C)OC(C1=CC=C(C=C1)OC)OCC 1-(diethoxymethyl)-4-methoxybenzene